FC1([C@H](CC2(OCCO2)CC1)CNC=1C=C(C#N)C=CC1[N+](=O)[O-])F |r| rac-3-(((8,8-difluoro-1,4-dioxaspiro[4.5]decan-7-yl)methyl)amino)-4-nitrobenzonitrile